[Zn].[In].[P] phosphorus indium zinc